[Na].[Na].CC=1N=C(OC1OCC)C(=O)OCC Methyl-5-ethoxy-2-ethoxycarbonyl-oxazole disodium